(Z)-2-(5-cyclobutyl-2-methyl-phenoxy)-3-methoxy-prop-2-enoate C1(CCC1)C=1C=CC(=C(O\C(\C(=O)[O-])=C/OC)C1)C